C(CCC1=CC=CC=C1)(=O)NCC(=O)OC1=CC=CC=2CC(CCC12)N(CCC=1SC=CC1)CCC 6-(propyl (2-(thien-2-yl) ethyl) amino)-5,6,7,8-tetrahydronaphthalen-1-yl 2-hydrocinnamamidoacetate